N-(1-(6-(((1r,3s)-3-Aminocyclopentyl)Amino)-5,6,7,8-Tetrahydronaphthalen-2-Yl)-2-Oxo-1,2-Dihydropyrimidin-4-Yl)Piperazine-1-Carboxamide Hydrochloride Salt Cl.N[C@@H]1C[C@@H](CC1)NC1CC=2C=CC(=CC2CC1)N1C(N=C(C=C1)NC(=O)N1CCNCC1)=O